1-methyl-3-(tributylstannyl)-1H-indazole CN1N=C(C2=CC=CC=C12)[Sn](CCCC)(CCCC)CCCC